C1(CCC1)N1C[C@H]2CCC(N3[C@]2(CC1)OC[C@@H]3C(C)C)=O (3S,7aR,11aR)-9-cyclobutyl-3-isopropyl-2,3,6,7,7a,8,10,11-octahydrooxazolo[2,3-j][1,6]naphthyridin-5-one